1-((1,3-dibutoxypropan-2-yl)oxy)butane C(CCC)OCC(COCCCC)OCCCC